4-chloro-7-[(3aR,4R,6S,6aR)-2,2-dimethyl-6-[(7R)-2-chloro-5,7-dihydro-4H-thieno[2,3-c]pyran-7-yl]-3a,4,6,6a-tetrahydrofuro[3,4-d][1,3]dioxol-4-yl]pyrrolo[2,3-d]pyrimidine ClC=1C2=C(N=CN1)N(C=C2)[C@@H]2O[C@@H]([C@H]1OC(O[C@H]12)(C)C)[C@H]1OCCC2=C1SC(=C2)Cl